C(C)(C)(C)OC(=O)N[C@@H](C(=O)O)[C@@H](C)OCC1CCCCC1 (2R,3R)-2-((tert-butoxycarbonyl)amino)-3-(cyclohexylmethoxy)butanoic acid